ClC=1N=C(SC1C1CCCCC1)N1C([C@@H]2N(CCN(C2)C#N)CC1)=O (R)-8-(4-chloro-5-cyclohexylthiazol-2-yl)-9-oxooctahydro-2H-pyrazino[1,2-a]pyrazine-2-carbonitrile